C1(CC1)OCCO 2-Cyclopropyloxyethanol